ClC1=CC=C(C=N1)C1(CCCC1)C#N 1-(6-chloropyridin-3-yl)cyclopentane-1-carbonitrile